N(=[N+]=[N-])CCOCCOCCOCCOCCC(=O)NC12C[C@]3(C[C@](CC(C1)C3)(C2)C)C 1-azido-N-((1r,3R,5S,7r)-3,5-dimethyladamantan-1-yl)-3,6,9,12-tetraoxapentadecan-15-amide